1-(6-Aminopyridin-3-yl)-3-(methoxymethyl)piperidin-4-ol NC1=CC=C(C=N1)N1CC(C(CC1)O)COC